CC1(C(NC2=C(O1)C(=NC=N2)N2CCC1(CCCNC1)CC2)=O)C 9-(6,6-dimethyl-7-oxo-7,8-dihydro-6H-pyrimido[5,4-b][1,4]oxazin-4-yl)-2,9-diazaspiro[5.5]undecane